C(C1=CC=CC=C1)OC1=CC=C(O[C@@H](C(=O)N)C)C=C1 R-(+)-2-(4-benzyloxyphenoxy)propanamide